N.N ammonia nitrogen hydride